N-{4-[4-(3-{1-[4-(acetamidosulfonyl)phenyl]-1H-1,2,3-triazol-4-yl}phenyl)-1H-1,2,3-triazol-1-yl]benzenesulfonyl}-acetamide C(C)(=O)NS(=O)(=O)C1=CC=C(C=C1)N1N=NC(=C1)C=1C=C(C=CC1)C=1N=NN(C1)C1=CC=C(C=C1)S(=O)(=O)NC(C)=O